CC(=CCOC(C(C1=CC=CC=C1)=O)=O)CCC=C(C)C.NCCNCCC[Si](OC)(OC)OC N-(beta-aminoethyl)gamma-aminopropyltrimethoxy-silane 3,7-dimethylocta-2,6-dien-1-yl-oxo(phenyl)acetate